CN1C=2C(C=3C=CC=CC13)=CC=1N(C2)CN(C1)C1=CC=CC=C1 6-methyl-2-phenyl-2,6-dihydroimidazo[1',5':1,6]Pyrido[3,4-b]Indole